O=C1NC(CCC1N1C(C2=CC=CC(=C2C1)CCCCCCCN1CCN(CC1)C1=CC=C(N=N1)C(=O)N1CCC(CC1)CCCCNC(\C=C\C=1C=NC=CC1)=O)=O)=O (E)-N-(4-(1-(6-(4-(7-(2-(2,6-dioxopiperidin-3-yl)-1-oxoisoindolin-4-yl)heptyl)piperazin-1-yl)pyridazine-3-carbonyl)piperidin-4-yl)butyl)-3-(pyridin-3-yl)acrylamide